1,3-bis(di-t-butylphosphino)propane C(C)(C)(C)P(CCCP(C(C)(C)C)C(C)(C)C)C(C)(C)C